5-chloro-2-(trifluoromethyl)benzene ClC=1C=CC(=CC1)C(F)(F)F